CC1(C(N(CC1)C(=O)OC(C)(C)C)=O)C(=O)[O-] 1-(tert-butyl) 3-methyl-2-oxopyrrolidine-1,3-dicarboxylate